P(=O)(OOC(CC(C)C)=O)(OC1=C(C=CC=C1)C)OC1=C(C=CC=C1)C isopentanoyloxy di(2-tolyl) phosphate